propyl (2S)-2-[(2-methyl-2-butanyl)oxy]propanoate CC(C)(CC)O[C@H](C(=O)OCCC)C